(S)-6-(6-Chloro-5-fluoro-2-oxo-1,2-dihydrospiro[benzo[d][1,3]oxazine-4,3'-pyrrolidin]-1'-yl)-N-(4-(((1,1,1-trifluorobutan-2-yl)amino)methyl)benzyl)pyridazine-4-carboxamide ClC1=C(C2=C(NC(OC23CN(CC3)C3=CC(=CN=N3)C(=O)NCC3=CC=C(C=C3)CN[C@H](C(F)(F)F)CC)=O)C=C1)F